BrC1=C(C2=C(N=C(N2)C2=CC=CC=C2)C=C1)C1=C(C=CC=C1)C(C)=O 1-[2-(5-Bromo-2-phenyl-3H-benzimidazol-4-yl)phenyl]ethanone